1-(vinylsulfonyl)piperazine C(=C)S(=O)(=O)N1CCNCC1